methyl (2S,4R)-1-((R)-2-amino-3-cyclohexylpropanoyl)-4-hydroxypyrrolidine-2-carboxylate N[C@@H](C(=O)N1[C@@H](C[C@H](C1)O)C(=O)OC)CC1CCCCC1